Di-2,4-cyclopentadien-1-yl(pentafluorophenyl)borane C1(C=CC=C1)B(C1=C(C(=C(C(=C1F)F)F)F)F)C1C=CC=C1